N[C@H]1C(N(CC1)C)=O (3R)-3-amino-1-methylpyrrolidin-2-one